2-(6-amino-7-methoxyquinolin-4-yl)-3-[(3-chloro-2-methoxyphenyl)amino]-5H,6H,7H-pyrazolo[1,5-a]pyrazin-4-one NC=1C=C2C(=CC=NC2=CC1OC)C1=NN2C(C(NCC2)=O)=C1NC1=C(C(=CC=C1)Cl)OC